vinyl-magnesium bromide format C(=O)O.C(=C)[Mg]Br